F[C@H]1[C@@H]2CCC[C@H](C[C@H]1N(C=1N=NC(=CC1)C1=C(C=C3C=CN=CC3=C1)OCOCC[Si](C)(C)C)C)N2C(=O)OC(C)(C)C |r| (±)-(1S,2R,3R,5R)-tert-butyl 2-fluoro-3-(methyl(6-(6-((2-(trimethylsilyl)ethoxy)methoxy)isoquinolin-7-yl)pyridazin-3-yl)amino)-9-azabicyclo[3.3.1]nonane-9-carboxylate